C(C1=CC=CC=C1)OC=1C2=C(N=C(N1)C=1C(=NC=NC1OC)C1CC1)C=CN2 4-benzyloxy-2-(4-cyclopropyl-6-methoxy-pyrimidin-5-yl)-5H-pyrrolo[3,2-d]pyrimidine